C(#N)C(CNC=1C(=CC=C2C=CC(=CC12)C1=NC(=NC=C1)C(=O)NC1CCC(CC1)N(C)C)OCC)=C 4-{8-[(2-cyano-2-methylideneethyl)amino]-7-ethoxynaphthalen-2-yl}-N-[(1s,4s)-4-(dimethylamino)cyclohexyl]pyrimidine-2-carboxamide